4-(1-(2-cyanophenyl)-5-(3,5-dimethylisoxazol-4-yl)-1H-pyrrolo[2,3-b]pyridin-3-yl)-3-(trifluoromethoxy)benzoic acid C(#N)C1=C(C=CC=C1)N1C=C(C=2C1=NC=C(C2)C=2C(=NOC2C)C)C2=C(C=C(C(=O)O)C=C2)OC(F)(F)F